1,3-Dimethyl-tetrahydro-pyrimidin-2(1H)-one CN1C(N(CCC1)C)=O